N-[(1S)-1-(dicyclopropylmethyl)-2-[[5-fluoro-1-[(1S)-1-(5-fluoro-2-oxo-1H-pyridin-3-yl)ethyl]pyrazol-4-yl]amino]-2-oxo-ethyl]-4-ethyl-1,2,5-oxadiazole-3-carboxamide C1(CC1)C([C@@H](C(=O)NC=1C=NN(C1F)[C@@H](C)C=1C(NC=C(C1)F)=O)NC(=O)C1=NON=C1CC)C1CC1